Cl.Cl.C1(=CC=CC=C1)N1CC(=CC=C1)C(=O)N phenyl-1,2-dihydropyridine-3-carboxamide dihydrochloride